C(C)(=O)SC1=C(C=C(C(=C1)NC(C)=O)F)C S-(5-acetamido-4-fluoro-2-methylphenyl) thioacetate